O=C1N(C(CCC1N1C(C2=CC=C(C=C2C1=O)N1CC(C1)N1CC(C1)O)=O)=O)COCC[Si](C)(C)C 2-(2,6-dioxo-1-((2-(trimethylsilyl)ethoxy)methyl)piperidin-3-yl)-5-(3-hydroxy-[1,3'-biazetidin]-1'-yl)isoindoline-1,3-dione